NC1=NC(N(N=C1)[C@@H]1O[C@@]([C@H](C1)O)(CO)CCl)=O 5-amino-2-[(2R,4S,5R)-5-(chloromethyl)-4-hydroxy-5-(hydroxymethyl)oxolan-2-yl]-1,2,4-triazin-3-one